7-(2-(1-(4-(4-methoxybenzyl)-4H-thieno[3,2-b]pyrrole-5-carbonyl)piperidin-4-yl)ethoxy)-3,4-dihydroquinolin-2(1H)-one COC1=CC=C(CN2C3=C(C=C2C(=O)N2CCC(CC2)CCOC2=CC=C4CCC(NC4=C2)=O)SC=C3)C=C1